COC(=O)C1=CC=C(C=C1)NC(C(=C)C)=O N-(4-methoxycarbonylphenyl)methacrylamide